3-methyl-1,2,3,4-tetrahydro-isoquinoline CC1NCC2=CC=CC=C2C1